C(C)N(CC)C[Si](OCC)(OCC)C N,N-diethylaminomethyl-methyl-diethoxysilane